N-methyl-N-isopropyl-1-methyl-2-(4-methylpiperazin-1-yl)ethylamine CN(C(C)C)C(CN1CCN(CC1)C)C